C(C)N1C(NC2=C(C(=CC=3C2=C1N=CN3)CN3CCN(CC3)C=3C=CC(=NC3C)C(=O)NC3CC(C3)O)F)=O 5-(4-((3-ethyl-9-fluoro-2-oxo-2,3-dihydro-1H-pyrimido[4,5,6-de]quinazolin-8-yl)methyl)piperazin-1-yl)-N-((1s,3s)-3-hydroxycyclobutyl)-6-methylpicolinamide